The molecule is an extended flavonoid that is flavonol with additional hydroxy groups at position 5 and 3', a 2,2-dimethyldihydropyrano ring fused to ring A across positions 7 and 8, a prenyl group at position 6 and a (2S)-2-hydroxy-3-methylbut-3-en-1-yl group at position 4'. Isolated from the roots of Dorstenia psilurus, it exhibits alpha-glucosidase inhibitory activity. It has a role as a metabolite and an EC 3.2.1.20 (alpha-glucosidase) inhibitor. It is a member of flavonols, an extended flavonoid, a trihydroxyflavone and a pyranochromane. CC(=CCC1=C2C(=C3C(=C1O)C(=O)C(=C(O3)C4=CC(=C(C=C4)C[C@@H](C(=C)C)O)O)O)CCC(O2)(C)C)C